FC1=C(C=CC(=C1)C(F)(F)F)CNC1CN(C1)C(=O)N1C[C@H](CC1)C(=O)N (3S)-1-[3-[[2-Fluoro-4-(trifluoromethyl)phenyl]methylamino]azetidine-1-carbonyl]pyrrolidine-3-carboxamide